ethyl-2-((2-(tert-butyl)pyridin-3-yl)oxy)acetate C(C)OC(COC=1C(=NC=CC1)C(C)(C)C)=O